[Na].C(C=1C(O)=CC=CC1)#N salicylonitrile sodium salt